ClC=1C=C(CC=2C=C3C(=NNC3=CC2)C=CC2=NC=CC=C2)C=C(C1)F 5-(3-chloro-5-fluorobenzyl)-3-(2-(pyridin-2-yl)vinyl)-1H-indazole